6,6,9-trimethyl-3-pentyl-6H-dibenzo[b,d]pyran CC1(C2=C(C3=C(O1)C=C(C=C3)CCCCC)C=C(C=C2)C)C